(2,3-Dihydrothieno[3,4-b][1,4]dioxin-5-yl)triethylsilane O1C=2C(OCC1)=C(SC2)[Si](CC)(CC)CC